4-bromo-8-chloro-2-cyclopropyl-[1,2,4]triazolo[1,5-a]1,6-naphthyridin BrC=1C=2N(C3=CC(=NC=C3C1)Cl)N=C(N2)C2CC2